2,7,12,17-tetra-tert-butyl-5,10,15,20-tetraaza-21H,23H-porphyrin C(C)(C)(C)C1=C2NC(=C1)N=C1C(=CC(=N1)N=C1C(=CC(N1)=NC=1C(=CC(N1)=N2)C(C)(C)C)C(C)(C)C)C(C)(C)C